BrC=1C=C(OC2=CC=3N(C4=CC=C(C=C4C3C=C2)C(C)(C)C)C2=NC=CC(=C2)C(C)(C)C)C=CC1 2-(3-bromophenoxy)-6-(tert-butyl)-9-(4-(tert-butyl)pyridin-2-yl)-9H-carbazole